trifluoromethylsulfonyl trifluoromethane-sulfonate FC(S(=O)(=O)OS(=O)(=O)C(F)(F)F)(F)F